COC1=C(C=CC=C1)C1=CC(=NC=C1C(=O)NC=1SC2=C(N1)CC[C@H](C2)OC2=CC=CC=C2)C |r| (Racemic)-4-(2-Methoxyphenyl)-6-methyl-N-(6-phenoxy-4,5,6,7-tetrahydrobenzo[d]thiazol-2-yl)nicotinamide